BrC1=CC(C2=CNN(C2=C1)C1C(NC(CC1)=O)=O)C 3-(6-Bromo-4-methyl-4H-indazol-1-yl)piperidine-2,6-dione